C1(CC1)C=1C(=NC=C(C1)O[C@H]1CNCC1)C(=O)N cyclopropyl-5-[(3R)-pyrrolidin-3-yloxy]pyridine-2-carboxamide